4-amino-2-(methylamino)butanoic acid NCCC(C(=O)O)NC